OC[C@H](C)N1C=NC2=C(C1=O)C=C(N=C2C=2C=NC=CC2)C=2C=NC(=CC2)C(F)(F)F (S)-3-(1-hydroxypropan-2-yl)-8-(pyridin-3-yl)-6-(6-(trifluoromethyl)pyridin-3-yl)pyrido[3,4-d]pyrimidin-4(3H)-one